COC(=O)C1CN(CCN1C1=CC=CC=C1)C(=O)OC(C)(C)C 4-phenylpiperazine-1,3-dicarboxylic acid 1-tert-butyl 3-methyl ester